ClC1=C(OC2CCN(CC2)C(=O)N2C[C@@H]3[C@@H](OCC(N3)=O)CC2)C=CC=C1C(F)(F)F (4aR,8aS)-6-[4-[2-chloro-3-(trifluoromethyl)phenoxy]piperidine-1-carbonyl]-4,4a,5,7,8,8a-hexahydropyrido[4,3-b][1,4]oxazin-3-one